C(C)C1=C(C(=C(N1)C(=O)N)C1=CC(=C(C=C1)C(NCC1(CC1)F)=O)OC)C1=C(C=C(C=C1)NC(C(=C)F)=O)C 5-Ethyl-4-(4-(2-fluoroacrylamido)-2-methylphenyl)-3-(4-(((1-fluorocyclopropyl)methyl)carbamoyl)-3-methoxyphenyl)-1H-pyrrole-2-carboxamide